BrC1=NC2=CC=CC=C2C=C1 2-Bromo-quinoline